C(C)OC1=C(C(=NC=C1)O)[N+](=O)[O-] ethoxy-3-nitropyridin-2-ol